tert-Butyl (S)-3-(3-(dimethylamino)azetidin-1-yl)pyrrolidine-1-carboxylate CN(C1CN(C1)[C@@H]1CN(CC1)C(=O)OC(C)(C)C)C